8-(3,3-dimethylazetidin-1-yl)-N-(4-(2,5-dimethyloxazol-4-yl)-2-methoxyphenyl)-6-methylpyrido[3,4-d]pyrimidin-2-amine CC1(CN(C1)C1=NC(=CC2=C1N=C(N=C2)NC2=C(C=C(C=C2)C=2N=C(OC2C)C)OC)C)C